N-(4-(7-(sec-Butoxy)-8-fluoro-1,3,4,5-tetrahydro-2H-benzo[c]azepin-2-yl)-2,6-dimethylphenyl)-3,3-dimethylbutyramide C(C)(CC)OC1=CC2=C(CN(CCC2)C2=CC(=C(C(=C2)C)NC(CC(C)(C)C)=O)C)C=C1F